8-Chloro-3a,4,5,9b-tetrahydro-3H-cyclopenta[c]quinoline-4-carboxylic acid ClC1=CC=2C3C(C(NC2C=C1)C(=O)O)CC=C3